8-bromo-7-fluoro-1-(2-(methylsulfonyl)ethyl)quinolin-2(1H)-one BrC=1C(=CC=C2C=CC(N(C12)CCS(=O)(=O)C)=O)F